4-[[2-methyl-2-(prop-2-enoylamino)propanoyl]amino]butanoic acid, sodium salt [Na+].CC(C(=O)NCCCC(=O)[O-])(C)NC(C=C)=O